C(CCCCCCCCCCCCCC)C1OCC(CO1)OCCO 2-((2-pentadecyl-1,3-dioxan-5-yl)oxy)ethan-1-ol